S(=O)(=O)(OCCCCCCCCCCCC)[O-].[Eu+3].C(CCCCCCCCCCC)OS(=O)(=O)[O-].C(CCCCCCCCCCC)OS(=O)(=O)[O-] Europium Dodecyl Sulfate